BrC=1C=CC=C2C(CCOC12)(C(=O)OCC1=CC=CC=C1)C.[P].[Er] erbium phosphorus Benzyl 8-bromo-4-methylchromane-4-carboxylate